Ethyl 1-(((3-butyl-7-(ethylthio)-5-(4-fluorophenyl)-1,1-dioxido-2,3,4,5-tetrahydro-1,2,5-benzothiadiazepin-8-yl)oxy)methyl)cyclopropane-1-carboxylate C(CCC)C1NS(C2=C(N(C1)C1=CC=C(C=C1)F)C=C(C(=C2)OCC2(CC2)C(=O)OCC)SCC)(=O)=O